C(C)(C)(C)C=1C=C(CN(C(C[C@H](C)N(S(=O)(=O)C2=C(C(=C(C(=C2F)F)F)F)F)CC2=CC=C(C=C2)Cl)=O)C2=CC(=C(C(=O)O)C=C2)O)C=C(C1)C1CC1 (S)-4-(N-(3-(tert-butyl)-5-cyclopropylbenzyl)-3-(N-(4-chlorobenzyl)-(2,3,4,5,6-pentafluorophenyl)sulfonamido)butanamido)-2-hydroxybenzoic acid